β-galactose pentaacetate C(C)(=O)O[C@H]1[C@H](OC(C)=O)[C@@H](OC(C)=O)[C@@H](OC(C)=O)[C@H](O1)COC(C)=O